7-chloro-3-(2-chloro-3-(pyrazin-2-yl)phenyl)pteridine-2,4(1H,3H)-dione ClC1=CN=C2C(N(C(NC2=N1)=O)C1=C(C(=CC=C1)C1=NC=CN=C1)Cl)=O